1-butyl-1,4-dimethyl-piperazinium chloride [Cl-].C(CCC)[N+]1(CCN(CC1)C)C